(E)-3-(dimethylamino)-1-(4-methoxynaphthalene-1-yl)-2-(3,4-dimethoxyphenyl)prop-2-en-1-one CN(/C=C(/C(=O)C1=CC=C(C2=CC=CC=C12)OC)\C1=CC(=C(C=C1)OC)OC)C